C[C@]1(N(CC[C@H]1C=C)C(=O)OCC1=CC=CC=C1)C(=O)[O-] trans-1-benzyl 2-methyl-3-vinylpyrrolidine-1,2-dicarboxylate